ClC(CC(F)(F)F)(F)F 1-chloro-1,1,3,3,3-pentafluoropropane